BrC1=CC=C2C(=N1)N=CO2 5-Bromooxazolo[4,5-b]pyridine